C(#N)C1=CC=C2C=C(N(C2=C1)S(=O)(=O)C1=CC(=CC=C1)[N+](=O)[O-])C(=O)NC1CCC(CC1)NC(OC(C)(C)C)=O tert-Butyl ((1r,4r)-4-(6-cyano-1-((3-nitrophenyl)sulfonyl)-1H-indole-2-carboxamido)-cyclohexyl)carbamate